3-(2-bromophenoxy)propane-1,2-diol BrC1=C(OCC(CO)O)C=CC=C1